6-METHOXY-N-(3-FLUORO-4-(TRIFLUOROMETHYL)PHENYL)-2-(TRIFLUOROMETHYL)-1H-IMIDAZO[4,5-B]PYRAZIN-5-AMINE COC1=C(N=C2C(=N1)NC(=N2)C(F)(F)F)NC2=CC(=C(C=C2)C(F)(F)F)F